(R)-3,3-diethyl-5-((4-(p-tolyl)piperazin-1-yl)methyl)pyrrolidin-2-one formate C(=O)O.C(C)C1(C(N[C@H](C1)CN1CCN(CC1)C1=CC=C(C=C1)C)=O)CC